1,2,3-triaminopropane NCC(CN)N